3-Amino-1-(5'H,7'H-spiro[cyclopropane-1,6'-pyrazolo[5,1-b][1,3]oxazin]-2'-yl)pyridin-2(1H)-one NC=1C(N(C=CC1)C1=NN2C(OCC3(C2)CC3)=C1)=O